CNC(CN1CCC(CC1)NC(=O)C1=NNC=C1CC(F)(F)F)=O N-(1-(2-(methylamino)-2-oxoethyl)piperidin-4-yl)-4-(2,2,2-trifluoroethyl)-1H-pyrazole-3-carboxamide